C(=O)(OC(C)(C)C)N[C@H](CC(=O)O)CC#C (S)-beta-(Boc-amino)-5-hexynoic acid